O=C1NC(CCC1C1=CC=C(C=C1)N1CC2(CN(C2)C(=O)OC(C)(C)C)C1)=O tert-butyl 6-[4-(2,6-dioxo-3-piperidyl)phenyl]-2,6-diazaspiro[3.3]heptane-2-carboxylate